NC(C)C1=CC=NC2=C(C=C(C=C12)C1=NC(=NC=C1F)NC1=NC=C(C=C1)N1CCNCC1)F 4-(4-(1-Aminoethyl)-8-fluoroquinolin-6-yl)-5-fluoro-N-(5-(piperazin-1-yl)pyridin-2-yl)pyrimidin-2-amine